4-methyl-isatoic anhydride CC=1C=C2C(C(=O)OC(N2)=O)=CC1